N-(3-trifluoromethylphenyl)-4-fluorobenzo[d]isothiazol-1,1-dioxide FC(C=1C=C(C=CC1)N1S(C2=C(C1)C(=CC=C2)F)(=O)=O)(F)F